3-(2-Aminoethyl)-1-prop-2-enylindol-4-ol NCCC1=CN(C=2C=CC=C(C12)O)CC=C